[Cl-].C(CCCCCCC)C1=CC=C(S1)[Zn+] 5-octylthiophen-2-yl-zinc chloride